methoxytetrahydrothiophene 1,1-dioxide COC1S(CCC1)(=O)=O